N-[[4-[2-(2-amino-3-pyridyl)-5-phenyl-imidazo[4,5-b]pyridin-3-yl]phenyl]methyl]-4-(5-methoxy-3-methyl-pyrazol-1-yl)benzamide NC1=NC=CC=C1C1=NC=2C(=NC(=CC2)C2=CC=CC=C2)N1C1=CC=C(C=C1)CNC(C1=CC=C(C=C1)N1N=C(C=C1OC)C)=O